OC(C(C)=O)CO L-3,4-Dihydroxybutan-2-one